CN(C)[Ga](N(C)C)N(C)C.[Ga] gallium tris(dimethylamino)gallium